4-(4-Bromobenzyl)-7-(3,5-difluorobenzyl)-2,4,6,7,8,9-hexahydroimidazo[1,2-a]pyrido[3,4-e]pyrimidin-5(1H)-one BrC1=CC=C(CN2C=3N(C4=C(C2=O)CN(CC4)CC4=CC(=CC(=C4)F)F)CCN3)C=C1